BrCCSC[C@H](N)C(=O)O S-(2-bromoethyl)-L-cysteine